ClC1=CC(=CC=2CN(CCOC21)CC=2C=NC(=NC2)OC)N2CC1=CC=C(C=C1C2)F 9-chloro-7-(5-fluoro-1,3-dihydroisoindol-2-yl)-4-[(2-methoxypyrimidin-5-yl)methyl]-3,5-dihydro-2H-1,4-benzoxazepine